O[C@@H]1CC[C@H](CC1)SCC1=NC2=CC(=CC=C2C(N1)=O)N[C@H]1CN(CCC1)S(=O)(=O)C 2-(((trans-4-Hydroxycyclohexyl)thio)methyl)-7-(((R)-1-(methylsulfonyl)piperidin-3-yl)amino)quinazolin-4(3H)-one